8-methyl-N-((5-phenyl-1,3,4-thiadiazol-2-yl)methyl)imidazo[1,2-a]pyridine-2-carboxamide CC=1C=2N(C=CC1)C=C(N2)C(=O)NCC=2SC(=NN2)C2=CC=CC=C2